methyl (R)-2-fluoro-6-((1-(7-fluoro-2-methyl-1-oxo-3-(3-(trifluoromethyl)bicyclo[1.1.1]pentan-1-yl)-1,2-dihydroisoquinolin-5-yl)ethyl)amino)benzoate FC1=C(C(=O)OC)C(=CC=C1)N[C@H](C)C1=C2C=C(N(C(C2=CC(=C1)F)=O)C)C12CC(C1)(C2)C(F)(F)F